C(C)(C)(C)OC(CC1(CCN(CC1)C1=C(C=C(C(=C1)OC)[N+](=O)[O-])F)O)=O 2-[1-(2-fluoro-5-methoxy-4-nitro-phenyl)-4-hydroxy-4-piperidinyl]acetic acid tert-butyl ester